7-(8-Fluoro-4-oxo-3,4-dihydroquinazolin-2-yl)-N-hydroxyheptanamide FC=1C=CC=C2C(NC(=NC12)CCCCCCC(=O)NO)=O